C(C)(C)(C)OC(NN=C1CCC1)=O N-(Cyclobutylideneamino)carbamic acid tert-butyl ester